C(CCCCCCCCCCCCCCCCCCCCC)OC1=C(C(=C(C=C1)S(=O)(=O)C=1C=NC2=CC=C(C=C2C1N1CCC(CC1)N1CCN(CC1)C1CCN(CC1)CC)OC(F)(F)F)F)F 3-((4-(docosyloxy)-2,3-difluorophenyl)sulfonyl)-4-(4-(4-(1-ethylpiperidin-4-yl)piperazin-1-yl)piperidin-1-yl)-6-(trifluoromethoxy)quinoline